C1(CC1)C=1C(=C2C=CNC2=C(C1)C)CN1[C@@H](C[C@H](CC1)N1CC2(CC2)C1)C1=CC=C(C(=O)O)C=C1 4-((2S,4S)-1-((5-cyclopropyl-7-methyl-1H-indol-4-yl)methyl)-4-(5-azaspiro[2.3]hexan-5-yl)piperidin-2-yl)benzoic acid